(2,6-difluoro-phenyl)methan-amine FC1=C(C(=CC=C1)F)CN